COCOCC=1C=C2C=C(N(C2=CC1)CC1=NC=CC=C1)C(=O)[O-] 5-((methoxymethoxy)methyl)-1-(pyridin-2-ylmethyl)-1H-indole-2-carboxylate